lithium 6-(3-cyclopropylphenoxy)-2-fluoro-pyrazolo[1,5-a]pyrimidine-7-carboxylate C1(CC1)C=1C=C(OC=2C=NC=3N(C2C(=O)[O-])N=C(C3)F)C=CC1.[Li+]